N,3'-dimethyl-[1,1'-biphenyl]-2-formamide CNC(=O)C=1C(=CC=CC1)C1=CC(=CC=C1)C